FC=1C=CC(=NC1)C(COC=1C=2N(C=C(C1)C=1N=NN(C1C)C1CCN(CC1)C1COC1)N=CC2C#N)N2CCCC2 4-[2-(5-Fluoro-2-pyridinyl)-2-pyrrolidin-1-yl-ethoxy]-6-[5-methyl-1-[1-(oxetan-3-yl)-4-piperidinyl]triazol-4-yl]pyrazolo[1,5-a]pyridine-3-carbonitrile